5,5-dibromo-6-methyl-6,7-dihydrobenzofuran-4(5H)-one BrC1(C(CC2=C(C=CO2)C1=O)C)Br